(3aR,6aS)-tetrahydropyrrolo[3,4-c]pyrrole-1,3(2H,3aH)-dione C1(NC([C@@H]2[C@H]1CNC2)=O)=O